(E)-4-{2-[(4-trifluoromethylphenyl)methanesulfonyl]vinyl}benzene-1,2-diol FC(C1=CC=C(C=C1)CS(=O)(=O)/C=C/C=1C=C(C(=CC1)O)O)(F)F